p-nitroaniline glutamate N[C@@H](CCC(=O)O)C(=O)O.[N+](=O)([O-])C1=CC=C(N)C=C1